(R)-3-(1-((7-methoxy-2-methyl-6-(4-(piperazin-1-yl)piperidin-1-yl)quinazolin-4-yl)amino)ethyl)-2-methylbenzonitrile COC1=C(C=C2C(=NC(=NC2=C1)C)N[C@H](C)C=1C(=C(C#N)C=CC1)C)N1CCC(CC1)N1CCNCC1